N1=CC(=CC=C1)CNC(NCCCCCCC(=O)O)=O 7-(3-(pyridin-3-ylmethyl)ureido)heptanoic acid